2-(9-ethyl-9H-carbazol-3-yl)-1H-benzo[d]imidazole-5-sulfonic acid C(C)N1C2=CC=CC=C2C=2C=C(C=CC12)C1=NC2=C(N1)C=CC(=C2)S(=O)(=O)O